FC1=C(C=CC=C1)C=1N=NNC1 4-(2-fluorophenyl)-1H-1,2,3-triazol